ClC1=CC=C(C=C1)C(N1C[C@@H](N(C[C@H]1CC)C=1C=2N=CN(C2N2C(N1)=NN=C2)CCN(C)C)C)C2CC(C2)(F)F 2-(4-((2S,5R)-4-((4-chlorophenyl)(3,3-difluorocyclobutyl)methyl)-5-ethyl-2-methylpiperazin-1-yl)-1H-[1,2,4]triazolo[3,4-b]purin-1-yl)-N,N-dimethylethan-1-amine